2,2,3,3-Tetrafluoro-1,4-Butanediol Diacrylate C(C=C)(=O)OCC(C(COC(C=C)=O)(F)F)(F)F